6-(4-Chlorophenyl)-N-[(1S,2R)-2-hydroxycyclopentyl]-2-(1-methyl-1H-pyrazol-4-yl)-3-oxo-2,3-dihydropyridazine-4-carboxamide ClC1=CC=C(C=C1)C=1C=C(C(N(N1)C=1C=NN(C1)C)=O)C(=O)N[C@@H]1[C@@H](CCC1)O